FC(C1=CC=C(C=C1)C(C)NC(C)=O)(F)F N-(1-(4-(trifluoromethyl)phenyl)ethyl)acetamid